C(CCCC=O)CCCC(=O)O The molecule is a medium-chain oxo-fatty acid that is the 9-oxo derivative of nonanoic acid. It has a role as an EC 6.4.1.2 (acetyl-CoA carboxylase) inhibitor. It is an aldehydic acid, an omega-oxo fatty acid and a medium-chain fatty acid. It derives from a nonanoic acid. It is a conjugate acid of a 9-oxononanoate.